BrC1=NC=C(C=C1)OC(C)C 2-bromo-5-isopropoxypyridine